CC1(CC1)S(=O)(=O)C1(CC1)COCC1=CC=CC=C1 (((1-((1-methylcyclopropyl)sulfonyl)cyclopropyl)methoxy)methyl)benzene